1,3-dimethylpyridinium cyanide [C-]#N.C[N+]1=CC(=CC=C1)C